[Cr].[Ti].[Ni] Nickel Titanium Chromium